C(CCCCCCCCCCCCCCCCC)(=O)OCCOC(CCCCCCCCCCCCCCCCCCC)=O ethylene glycol arachidate stearate